2-((S)-4-((R)-4-chloro-2'-(((1R,2R)-2-(dimethylamino)cyclopentyl)oxy)-2,3,5',8'-tetrahydro-6'H-spiro[indene-1,7'-quinazolin]-4'-yl)-1-(2-fluoroacryloyl)piperazin-2-yl)acetonitrile ClC1=C2CC[C@@]3(CCC=4C(=NC(=NC4C3)O[C@H]3[C@@H](CCC3)N(C)C)N3C[C@@H](N(CC3)C(C(=C)F)=O)CC#N)C2=CC=C1